2-(4-methylphenyl)-3,4-dihydroquinazoline CC1=CC=C(C=C1)C1=NC2=CC=CC=C2CN1